C(#C)C1=C(C=CC(=C1)C1=NNCO[C@H]1C)C1=CC=C(C=C1)F (S)-5-(2-ethynyl-4'-fluoro-[1,1'-biphenyl]-4-yl)-6-methyl-3,6-dihydro-2H-1,3,4-oxadiazine